2,6-dimethyl-4-pentylphenol CC1=C(C(=CC(=C1)CCCCC)C)O